NC1=NC=CC(=N1)C=1C2=C(C(=NC1)NCC=1C=C(C(=O)NC[C@H]3OCCC3)C=CC1)CCO2 (S)-3-(((7-(2-aminopyrimidin-4-yl)-2,3-dihydrofuro[3,2-c]pyridin-4-yl)amino)methyl)-N-((tetrahydrofuran-2-yl)methyl)benzamide